4-bromo-1-(3-nitrophenyl)-5-phenyl-1H-pyrazole BrC=1C=NN(C1C1=CC=CC=C1)C1=CC(=CC=C1)[N+](=O)[O-]